C(#N)C=1C2=C(SC1NC(=O)C1CCC(O1)C(=O)O)CCCC2 5-((3-cyano-4,5,6,7-tetrahydrobenzo[b]thiophen-2-yl)carbamoyl)tetrahydrofuran-2-carboxylic acid